CC=1C(CC(C1CC#C)=O)OC(=O)C1C(C1C=C(C)C)(C)C 2-methyl-4-oxo-3-prop-2-yn-1-ylcyclopent-2-en-1-yl-2,2-dimethyl-3-(2-methylprop-1-en-1-yl)cyclopropanecarboxylate